1-phenyl-3-(pyrazol-4-yl)prop-2-ene-1-one C1(=CC=CC=C1)C(C=CC=1C=NNC1)=O